trans-2-[4-[4-(4-Chlorophenyl)-5-cyclopropyl-1,2,4-triazol-3-yl]cyclohexyl]oxypyridin ClC1=CC=C(C=C1)N1C(=NN=C1C1CC1)[C@@H]1CC[C@H](CC1)OC1=NC=CC=C1